ClC=1C=C(C=CC1)CC=1OC(=CN1)C 2-[(3-Chlorophenyl)methyl]-5-methyl-1,3-oxazol